C(C)(C)(C)OC(=O)N(CC/C=C/C(=O)OCC)C ethyl (E)-5-((tert-butoxycarbonyl)(methyl)amino)pent-2-enoate